5-[[2-(6-oxo-7-oxa-2,5-diazaspiro[3.4]octane-2-carbonyl)-2-azaspiro[3.3]heptan-6-yl]methyl]-2-(trifluoromethoxy)benzamide O=C1NC2(CN(C2)C(=O)N2CC3(C2)CC(C3)CC=3C=CC(=C(C(=O)N)C3)OC(F)(F)F)CO1